(2-(3S)-(3-(2-(7-chloro-2-quinolyl)-vinyl-phenyl)-3-hydroxypropyl)phenyl)-2-propanol mesylate S(C)(=O)(=O)OC(CC1=C(C=CC=C1)CC[C@H](O)C1=C(C=CC=C1)C=CC1=NC2=CC(=CC=C2C=C1)Cl)C